C(CCC)(SC)=O butanethioic acid, S-methyl ester